BrC=1C=C(C(=NC1)[C@H]1N([C@@H](CC2=C3C(=CC=C12)NN=C3)C)CC(CO[Si](C3=CC=CC=C3)(C3=CC=CC=C3)C(C)(C)C)(F)F)F (6S,8R)-6-(5-bromo-3-fluoropyridin-2-yl)-7-(3-((tert-butyldiphenylsilyl)oxy)-2,2-difluoropropyl)-8-methyl-6,7,8,9-tetrahydro-3H-pyrazolo[4,3-f]isoquinoline